BrC1=CC(=C(C=C1)NC(C)=O)C(=C)C1=CC=CC=C1 N-(4-bromo-2-(1-phenylethenyl)phenyl)acetamide